(5-chloro-1-(4-methoxyphenyl)-1H-1,2,3-triazol-4-yl)methanol Methyl-2-(2,2-diphenylethyl)-5-methoxy-1-methyl-6-oxo-1,6-dihydropyrimidine-4-carboxylate CC1(N(C(C(=C(N1)C(=O)OCC=1N=NN(C1Cl)C1=CC=C(C=C1)OC)OC)=O)C)CC(C1=CC=CC=C1)C1=CC=CC=C1